6-hydroxy-2,5-dimethyl-3-(quinoxalin-6-yl)-3,4-dihydropyrimidin-4-one OC1=C(C(N(C(=N1)C)C=1C=C2N=CC=NC2=CC1)=O)C